4-methylenesebacic acid C=C(CCC(=O)O)CCCCCC(=O)O